ethyl 1-((6'-(2H-tetrazol-5-yl)-[1,1':3',1''-terphenyl]-4-yl)methyl)-4-ethyl-2-propyl-1H-imidazole-5-carboxylate N=1NN=NC1C1=CC=C(C=C1C1=CC=C(C=C1)CN1C(=NC(=C1C(=O)OCC)CC)CCC)C1=CC=CC=C1